4,4'-methylenedicyclohexyldiisocyanate C(C1CCC(CC1)N=C=O)C1CCC(CC1)N=C=O